diethyl (1RS,3aSR,6aSR)-4,6-dioxo-1-phenyl-5-propyl-1,3a,4,5,6,6a-hexahydropyrrolo[3,4-c]pyrrole-1-phosphonate O=C1[C@H]2[C@@H](C(N1CCC)=O)[C@@](N=C2)(P(OCC)(=O)OCC)C2=CC=CC=C2 |r|